2,2-diaminodiphenoxyl-ethane NC(C(OC1=CC=CC=C1)OC1=CC=CC=C1)N